1-octadecanesulfonyl chloride C(CCCCCCCCCCCCCCCCC)S(=O)(=O)Cl